NC1=CC(=CC(=C1)S(=O)(=O)O)S(=O)(=O)O aniline-3,5-disulfonic acid